(2S,3S)-3-methylaziridine-1,2-dicarboxylic acid C[C@H]1[C@H](N1C(=O)O)C(=O)O